C(C)(C)(C)OC(=O)N1CCC(CC1)OC=1C=NC=CC1C(F)(F)F 4-((4-(trifluoromethyl)pyridin-3-yl)oxy)piperidine-1-carboxylic acid tert-butyl ester